NC1=CC=C(C=C1)CNC=1C=2N(N=C(C1)NC(CC)CC)C(=NN2)C(C)C N8-[(4-aminophenyl)methyl]-N6-(1-ethylpropyl)-3-isopropyl-[1,2,4]triazolo[4,3-b]pyridazine-6,8-diamine